lead maleimide C1(C=CC(N1)=O)=O.[Pb]